6-chloro-4-[(3R,4R)-4-(4-chloro-2-methyl-anilino)-3-methyl-1-piperidyl]-1-methyl-2-oxo-1,5-naphthyridine-3-carbonitrile ClC=1N=C2C(=C(C(N(C2=CC1)C)=O)C#N)N1C[C@H]([C@@H](CC1)NC1=C(C=C(C=C1)Cl)C)C